CN1CCC(CC1)COC1=NC=CC(=C1)CNC=1C=C2C=CN=C(C2=CC1)NC(OC)=O Methyl (6-(((2-((1-methylpiperidin-4-yl)methoxy)pyridin-4-yl)methyl)amino)isoquinolin-1-yl)carbamate